ClC1=NC(=C2N=CN(C2=N1)[C@H]1[C@@H]([C@@H]([C@@]2(C[C@H]12)CF)O)O)NC(C1CCCCC1)C1CCCCC1 (1S,2R,3S,4R,5S)-4-(2-Chloro-6-((dicyclohexylmethyl)amino)-9H-purin-9-yl)-1-(fluoromethyl)bicyclo[3.1.0]hexane-2,3-diol